(6aR)-7-methyl-N-(pentan-3-yl)-4,6,6a,7,8,9-hexahydroindolo[4,3-fg]quinoline-9-carboxamide CN1CC(C=C2C3=C4C(C[C@@H]12)=CNC4=CC=C3)C(=O)NC(CC)CC